1-(3-((((3S,4S)-8-(6-amino-5-((2-amino-3-chloropyridin-4-yl)thio)pyrazin-2-yl)-3-methyl-2-oxa-8-azaspiro[4.5]decan-4-yl)amino)methyl)phenyl)dihydropyrimidine-2,4(1H,3H)-dione NC1=C(N=CC(=N1)N1CCC2([C@@H]([C@@H](OC2)C)NCC=2C=C(C=CC2)N2C(NC(CC2)=O)=O)CC1)SC1=C(C(=NC=C1)N)Cl